O=C1NC2=C(N1CC1=C(C(=O)O)C=CC=C1)C=CC=C2 ((2-oxo-2,3-dihydro-1H-benzo[d]imidazol-1-yl)methyl)benzoic acid